C1OCCN2[C@H]1CN(CC2)C2=CC(=NC(=N2)C)N2N=CC1=CC=C(C=C21)C2(CC1(CC1)C2)C#N (S)-5-(1-(6-(hexahydropyrazino[2,1-c][1,4]oxazin-8(1H)-yl)-2-methylpyrimidin-4-yl)-1H-indazol-6-yl)spiro[2.3]hexane-5-carbonitrile